C(C)(C)(C)OC(NC1=CC=2C(=C3C(=NC2C=C1F)C1=CC2=C(C(N1C3)=O)COC([C@]2(O)CC)=O)CCl)=O (S)-(11-(chloromethyl)-4-ethyl-8-fluoro-4-hydroxy-3,14-dioxo-3,4,12,14-tetrahydro-1H-pyrano[3',4':6,7]indolizino[1,2-b]quinolin-9-yl)carbamic acid tert-butyl ester